N-([1,1'-biphenyl]-2-ylmethyl)-2-amino-3-bromo-5-chlorobenzamide C1(=C(C=CC=C1)CNC(C1=C(C(=CC(=C1)Cl)Br)N)=O)C1=CC=CC=C1